[OH-].[OH-].C1=CC=CC2=[NH+]C3=CC=CC=C3C=C12.C1=CC=CC2=[NH+]C3=CC=CC=C3C=C12 10-acridinium dihydroxide